N-tridecyl-N-methyl-N-ethyl-N-benzyl-ammonium phenyl-(2S,3R)-2-[(3-pyridinecarbonyl)amino]methyl-3-hydroxybutyrate C1(=CC=CC=C1)OC([C@H]([C@@H](C)O)CNC(=O)C=1C=NC=CC1)=O.C(CCCCCCCCCCCC)[N+](CC1=CC=CC=C1)(CC)C